CC1=C2C3(C(NC2=CC=C1CCC1=CC=CC=C1)=O)CCC(CC3)=O methyl-5'-(2-phenylethyl)spiro[cyclohexane-1,3'-indole]-2',4-dione